FC=1C(=CC(=C(C1)N1C(C=CC2=CC(=CC=C12)S(=O)(=O)N(CC1=CC=C(C=C1)OC)C1=NOC=C1)=O)OC)C1C(C1)CO (P)-1-(5-fluoro-4-(2-(hydroxymethyl)cyclopropyl)-2-methoxyphenyl)-N-(isoxazol-3-yl)-N-(4-methoxybenzyl)-2-oxo-1,2-dihydroquinoline-6-sulfonamide